C1(CC1)C1=CC2=CC=C(C(=C2C=C1)C=1C(=CC=C2C=C(C=CC12)C1CC1)C=O)C=O (R)-6,6'-dicyclopropyl-[1,1'-binaphthyl]-2,2'-diformaldehyde